(1r,4r)-4-(4-(1-(2,6-dioxopiperidin-3-yl)-3-methyl-1H-indazol-4-yl)-1H-pyrazol-1-yl)cyclohexane-1-carbaldehyde O=C1NC(CCC1N1N=C(C2=C(C=CC=C12)C=1C=NN(C1)C1CCC(CC1)C=O)C)=O